ONC(=N)C=1C=C(SC1)CNC(=O)[C@H]1N([C@H]2C[C@]2(C1)C)C(CNC(CCCOC1=C(C(=O)O)C=CC=C1)=O)=O 2-(4-((2-((1S,3S,5S)-3-(((4-(N-hydroxycarbamimidoyl)thiophen-2-yl)methyl)carbamoyl)-5-methyl-2-azabicyclo[3.1.0]hexan-2-yl)-2-oxoethyl)amino)-4-oxobutoxy)benzoic acid